P(OCCCC)(OCCCC)(=S)[S-].P(OCCCC)(OCCCC)(=S)[S-] O,O,O',O'-Tetrabutyl Diphosphorodithioate